titanium diisovalerate monoisopropoxide CC([O-])C.C(CC(C)C)(=O)[O-].C(CC(C)C)(=O)[O-].[Ti+3]